ClC1=NC=C(C(=N1)N1CCC(CC1)C)Cl 2,5-dichloro-4-(4-methylpiperidin-1-yl)pyrimidine